(S)-6-isopropyl-1,10-bis(methoxy-d3)-9-(3-methoxypropoxy)-2-oxo-6,7-dihydro-2H-pyrido[2,1-a]isoquinoline-3-carboxylic acid C(C)(C)[C@H]1N2C(C3=CC(=C(C=C3C1)OCCCOC)OC([2H])([2H])[2H])=C(C(C(=C2)C(=O)O)=O)OC([2H])([2H])[2H]